C(C)(C)(C)OC(=O)N[C@H](C(=O)OC(C)(C)C)CC#N tert-butyl (S)-2-((tert-butoxycarbonyl)amino)-3-cyanopropanoate